l-3-nitrobutanamide [N+](=O)([O-])C(CC(=O)N)C